Bis-(5-formyl furfuryl) ether C(=O)C1=CC=C(COCC2=CC=C(O2)C=O)O1